BrC1=C(C(=CC=C1)C1=CC=CC=C1)C1=CC=C(C=C1)Cl 3'-bromo-4''-chloro-1,1':2',1''-terphenyl